The molecule is the stable isotope of niobium with relative atomic mass 92.906378, 100 atom percent natural abundance and nuclear spin 9/2. [93Nb]